3-hydroxy-t-butyl-6-hydroxy-4-methyl-phenylhydrazine OC=1C=C(C(=CC1C)O)N(N)C(C)(C)C